cis-methyl 3-chlorocyclobutanecarboxylate Cl[C@H]1C[C@H](C1)C(=O)OC